2-(bromomethyl)-3,6-difluoro-5-iodo-benzoic acid methyl ester COC(C1=C(C(=CC(=C1F)I)F)CBr)=O